(R)-5-amino-N-((5-bromopyridin-2-yl)methyl)-N-(1-methoxypropan-2-yl)-6,8-dihydro-1H-furo[3,4-d]pyrrolo[3,2-b]pyridine-2-carboxamide NC1=C2C(=C3C(=N1)C=C(N3)C(=O)N([C@@H](COC)C)CC3=NC=C(C=C3)Br)COC2